COCOC1=C(C(=O)C2=CC=NC=C2C(=O)OCC)C=CC(=C1)C(F)(F)F ethyl 4-(2-(methoxymethoxy)-4-(trifluoromethyl)benzoyl)nicotinate